(R,E)-N-((3-Bromo-1-methyl-1H-pyrazol-5-yl)methylene)-2-methylpropane-2-sulfinamide BrC1=NN(C(=C1)\C=N\[S@](=O)C(C)(C)C)C